NC1=C(C=C(OCCS(=O)(=O)O)C=C1)CCCC 2-(4-amino-3-butylphenoxy)ethane-1-sulfonic acid